C1(CC1)C1=C(C=C(C(=C1)I)C)NC(C1=C(C=CC=C1)F)=S N-(2-cyclopropyl-4-iodo-5-methylphenyl)-2-fluorobenzothioamide